bis(tri-t-butylphosphino)palladium (0) C(C)(C)(C)P(C(C)(C)C)(C(C)(C)C)[Pd-2]P(C(C)(C)C)(C(C)(C)C)C(C)(C)C